(S)-tert-butyl 4-((((9H-fluoren-9-yl)methoxy)carbonyl)amino)-5-amino-5-oxopentanoate C1=CC=CC=2C3=CC=CC=C3C(C12)COC(=O)N[C@@H](CCC(=O)OC(C)(C)C)C(=O)N